4-(tert-Butyl)-N-(2-cyclopropylethyl)-2-ethoxy-1H-imidazole-1-carboxamide C(C)(C)(C)C=1N=C(N(C1)C(=O)NCCC1CC1)OCC